2-methyl-N-(2,2,2-trifluoro-1-(5-methylthiazol-2-yl)ethyl)propane-2-sulfinamide CC(C)(C)S(=O)NC(C(F)(F)F)C=1SC(=CN1)C